2-fluoro-6-(furan-3-yl)pyridine FC1=NC(=CC=C1)C1=COC=C1